ClC1=C2C=C(NC2=CC(=C1CCC1=CC=CC=C1)Cl)C(=O)O 4,6-Dichloro-5-phenethyl-1H-indole-2-carboxylic acid